N1N=NN=C1C1=CC=C(C=C1)NC(CCCN1C(S\C(\C1=O)=C/C1=C(C=C(C=C1)C)OC)=O)=O (Z)-N-(4-(1H-tetrazol-5-yl)phenyl)-4-(5-(2-methoxy-4-methylbenzylidene)-2,4-dioxothiazolidin-3-yl)butanamide